4-(4-cyanophenyl)-N-(pyrrolidin-3-ylmethyl)-3,4-dihydroquinoxaline-1(2H)-carboxamide C(#N)C1=CC=C(C=C1)N1CCN(C2=CC=CC=C12)C(=O)NCC1CNCC1